ClC=1C=C(C=CC1F)NC1=NC=NC2=CC(=C(C=C12)OCCN1CC(O[C@H](C1)C)=O)OC 4-[(3-chloro-4-fluorophenyl)amino]-6-[2-((S)-6-methyl-2-oxo-morpholin-4-yl)-ethoxy]-7-methoxy-quinazoline